(4s,5s,6r)-5,6-difluoro-1-[(4-methoxyphenyl)methyl]-3-(trifluoromethyl)-5,6-dihydro-4H-cyclopenta[c]pyrazol-4-ol F[C@H]1[C@H](C2=C(N(N=C2C(F)(F)F)CC2=CC=C(C=C2)OC)[C@H]1F)O